C(C)(=O)O[C@@H]1C[C@@H]2C[C@@](CC[C@@]2([C@H]2CC[C@@]3([C@H](CC[C@H]3[C@H]12)[C@@H](CCCCC(=O)O)C)C)C)(C(F)(F)F)O (R)-6-((3S,5R,7R,8R,9S,10S,13R,14S,17R)-7-acetoxy-3-hydroxy-10,13-dimethyl-3-(trifluoromethyl)hexadecahydro-1H-cyclopenta[a]phenanthren-17-yl)heptanoic acid